C(C1=CC=CC=C1)OC=1C=C(C=CC1OC)C1=NN=NN1CC1=CC=C(C(=O)NO)C=C1 4-[[5-(3-benzyloxy-4-methoxy-phenyl)tetrazol-1-yl]methyl]benzohydroxamic acid